DIHYDROQUINOLINONE C1CC(=O)NC2=CC=CC=C21